C(#N)C=1C=C(C=NC1N1N=CC=N1)NC(=O)C1=C(C(=NS1)C=1CCN(CC1)C(=O)OC(C)(C)C)C1CC1 tert-butyl 4-(5-((5-cyano-6-(2H-1,2,3-triazol-2-yl)pyridin-3-yl)carbamoyl)-4-cyclopropylisothiazol-3-yl)-3,6-dihydropyridine-1(2H)-carboxylate